((1-methyl-3-(trifluoromethyl)-1H-pyrazol-5-yl)sulfonyl)-1-oxa-8-azaspiro[4.5]decan-3-one CN1N=C(C=C1S(=O)(=O)C1OC2(CC1=O)CCNCC2)C(F)(F)F